[Al].[Mg].[Cu] copper magnesium aluminium salt